1-Cyanocyclopropane-1-carbonyl chloride C(#N)C1(CC1)C(=O)Cl